2-(5-(difluoromethyl)-3-((3aR,7aS)-6-methyloctahydro-1H-pyrrolo[2,3-c]pyridin-1-yl)-1,2,4-triazin-6-yl)-5-(trifluoromethyl)phenol FC(C=1N=C(N=NC1C1=C(C=C(C=C1)C(F)(F)F)O)N1CC[C@@H]2[C@H]1CN(CC2)C)F